Methyl (E)-6-(3-ethoxy-3-oxoprop-1-en-1-yl)quinoline-3-carboxylate C(C)OC(/C=C/C=1C=C2C=C(C=NC2=CC1)C(=O)OC)=O